5-fluoro-N-(4-fluoro-3-nitrophenyl)-4-(1-methyl-1H-indol-3-yl)-7-tosyl-7H-pyrrolo[2,3-d]pyrimidin-2-amine FC1=CN(C=2N=C(N=C(C21)C2=CN(C1=CC=CC=C21)C)NC2=CC(=C(C=C2)F)[N+](=O)[O-])S(=O)(=O)C2=CC=C(C)C=C2